C(#N)C=1C=C(C=CC1)S(=O)(=O)NC1CC(C1)NC1=C2C(=NC=C1C=1SC=CN1)NC=C2 3-cyano-N-((1s,3s)-3-((5-(thiazol-2-yl)-1H-pyrrolo[2,3-b]pyridin-4-yl)amino)cyclobutyl)benzenesulfonamide